(Cyano-L-prolyl)-N-methyl-4-(1H-pyrrolo[2,3-b]pyridin-3-yl)indoline-6-carboxamide C(#N)N1[C@@H](CCC1)C(=O)N1CCC2=C(C=C(C=C12)C(=O)NC)C1=CNC2=NC=CC=C21